(+/-)-4-[4-(2,6-difluoro-4-{[5-(hydroxymethyl)-5-methyl-5,6-dihydro-4H-1,3-oxazin-2-yl]amino}phenoxy)-1H-pyrrolo[2,3-b]pyridin-3-yl]-2-methylbenzonitrile FC1=C(OC2=C3C(=NC=C2)NC=C3C3=CC(=C(C#N)C=C3)C)C(=CC(=C1)NC=1OC[C@@](CN1)(C)CO)F |r|